2-(2-Aminopyridin-4-yl)-N-(7-morpholino-3,4-dihydro-2H-benzo[b][1,4]oxazin-6-yl)oxazole-4-carboxamide NC1=NC=CC(=C1)C=1OC=C(N1)C(=O)NC1=CC2=C(OCCN2)C=C1N1CCOCC1